CN1N=CC(=C1)[C@@H](C1CCN(CC1)C(=O)C=1C=CC2=C(NC(CO2)=O)C1)C1=CC=CC=C1 6-[4-[(S)-(1-methylpyrazol-4-yl)-phenyl-methyl]piperidine-1-carbonyl]-4H-1,4-benzoxazin-3-one